C(C1=CC=CC=C1)C1=CNC2=CC=C(C=C12)OC1=C(C=C(C=C1Cl)N1N=C(C(NC1=O)=O)C#N)Cl 2-[4-[(3-benzyl-1H-indol-5-yl)oxy]-3,5-dichlorophenyl]-3,5-dioxo-4H-1,2,4-triazine-6-carbonitrile